C(C)(=O)O[C@H]1[C@](O[C@@H]([C@H]1OC(C)=O)COC(=O)OC(C)(C)C1=CC=NC=C1)(C#N)C1=CC=C2C(=NC=NN21)N (2R,3R,4R,5R)-2-(4-aminopyrrolo[2,1-f][1,2,4]triazin-7-yl)-2-cyano-5-(((((2-(pyridin-4-yl)propan-2-yl)oxy)carbonyl)oxy)methyl)tetrahydrofuran-3,4-diyl diacetate